1,3,6,8-tetraaminopyrene NC1=CC(=C2C=CC3=C(C=C(C4=CC=C1C2=C34)N)N)N